NC=1C=C2CCC(NC2=C(C1)CC)=O 6-amino-8-ethyl-3,4-dihydro-1H-quinolin-2-one